ClC=1C=C(C=CC1F)N1C(=NC=C1)CN(C1=NC(=CC(=C1)C(F)(F)F)C)C=1N(C=CN1)COCC[Si](C)(C)C N-((1-(3-chloro-4-fluorophenyl)-1H-imidazol-2-yl)methyl)-6-methyl-4-(trifluoromethyl)-N-(1-((2-(trimethylsilyl)ethoxy)methyl)-1H-imidazol-2-yl)pyridin-2-amine